2-[(diphenylmethylene)amino]-3-(pyridazin-4-yl)propionic acid ethyl ester C(C)OC(C(CC1=CN=NC=C1)N=C(C1=CC=CC=C1)C1=CC=CC=C1)=O